(3aS,7aR)-1-(6-chloropyridazin-3-yl)-6-methyl-3,3a,4,5,7,7a-hexahydro-2H-pyrrolo[2,3-c]pyridine ClC1=CC=C(N=N1)N1CC[C@H]2[C@@H]1CN(CC2)C